C(C)(C)(C)OC(=O)N1CC2(CC1)C(CCCC2)=O.COC(CC[SiH3])(OC)OC trimethoxyn-propyl-silane tert-butyl-6-oxo-2-azaspiro[4.5]decane-2-carboxylate